C1(=CC=CC2=CC=CC=C12)CCCCCC(=O)ON=NC1=CC=CC2=CC=CC=C12 naphthylazo naphthaleneHexanoat